CC1(CC(C1)(C1=NN=CN1C)C=1C=CC(=C(C1)NC(=O)C=1C(N(C=C(C1)C(C)NCC(C)C)CC(F)(F)F)=O)F)C (+)-N-(5-(3,3-dimethyl-1-(4-methyl-4H-1,2,4-triazol-3-yl)cyclobutyl)-2-fluorophenyl)-5-(1-(isobutylamino)ethyl)-2-oxo-1-(2,2,2-trifluoroethyl)-1,2-dihydropyridine-3-carboxamide